4-((4-Chlorobenzyl)oxy)quinoline-2-carboxylic acid methyl ester COC(=O)C1=NC2=CC=CC=C2C(=C1)OCC1=CC=C(C=C1)Cl